OCCCC1=C(OC2=C(C#N)C=CC=C2)C=C(C=C1)C 2-(2-(3-hydroxypropyl)-5-methylphenoxy)benzonitrile